tert-Butyl 4-(7-{2-[(tert-butoxycarbonyl)amino]-7-fluoro-1,3-benzothiazol-4-yl}-6,8-dichloroquinazolin-4-yl)piperazine-1-carboxylate C(C)(C)(C)OC(=O)NC=1SC2=C(N1)C(=CC=C2F)C2=C(C=C1C(=NC=NC1=C2Cl)N2CCN(CC2)C(=O)OC(C)(C)C)Cl